1-(4Z,7Z,10Z,13Z,16Z,19Z-docosahexaenoyl)-2-(11Z,14Z-eicosadienoyl)-glycero-3-phosphoserine CCCCC/C=C\C/C=C\CCCCCCCCCC(=O)O[C@H](COC(=O)CC/C=C\C/C=C\C/C=C\C/C=C\C/C=C\C/C=C\CC)COP(=O)(O)OC[C@@H](C(=O)O)N